CC=1NC2=CC=CC=C2C1CC(=O)N 2-(2-methyl-1H-indol-3-yl)acetamide